COC=1C=C(C=CC1C=O)OB(O)O 3-methoxy-4-formylphenyl-boric acid